N1(N=CC=C1)CC1=C2CCCOC2=C2C(=NOC2=C1)NS(=O)(=O)C1=CC(=C(C)C=C1)OCC N-(5-((1H-pyrazol-1-yl)methyl)-3,4-dihydro-2H-chromeno[8,7-d]isoxazol-9-yl)-2-ethoxy-4-toluenesulfonamide